N-ethyl-8'-methoxy-7'-(3-(pyrrolidin-1-yl)propoxy)-1',3'-dihydrospiro[cyclobutane-1,2'-cyclopenta[c]quinolin]-4'-amine C(C)NC1=NC=2C=C(C(=CC2C2=C1CC1(C2)CCC1)OC)OCCCN1CCCC1